5-(3-((2-fluorobenzyl)sulfonyl)-5-morpholinophenyl)pyrimidin-2-amine FC1=C(CS(=O)(=O)C=2C=C(C=C(C2)N2CCOCC2)C=2C=NC(=NC2)N)C=CC=C1